BrC1=NC=CC=C1S(=O)(=O)NC1=NC=C(N=C1OC)C 2-bromo-N-(3-methoxy-5-methylpyrazin-2-yl)pyridine-3-sulphonamide